N1(C=NC=C1)C=1N=C(C2=C(N1)C=CN2)C(=O)NC2CCC(CC2)NCCC(F)(F)F 2-(1H-imidazol-1-yl)-N-((1r,4r)-4-((3,3,3-trifluoropropyl)amino)cyclohexyl)-5H-pyrrolo[3,2-d]pyrimidine-4-carboxamide